FC1(CCN(CC1)C1=CC=CC(=N1)C=1N=NN(C1)C1=C(C=C(C=C1)NS(=O)(=O)C1(CC1)CO)N1CCC2(CC2)CC1)F N-(4-(4-(6-(4,4-difluoropiperidin-1-yl)pyridin-2-yl)-1H-1,2,3-triazol-1-yl)-3-(6-azaspiro[2.5]octan-6-yl)phenyl)-1-(hydroxymethyl)cyclopropane-1-sulfonamide